C(C1=CC=CC=C1)OC1=CC(=NC=2C=CN=C(C12)C#N)C1=C(C=C(C=C1)C(C)(C)C)CC1CCCCC1 4-benzyloxy-2-[4-tert-butyl-2-(cyclohexylmethyl)phenyl]-1,6-naphthyridine-5-carbonitrile